S(=O)(=O)(C1=CC=C(C)C=C1)NN=C(C)C1CN(C1)C(=O)OC(C)(C)C tert-butyl 3-(1-(2-tosylhydrazono)ethyl)azetidine-1-carboxylate